O=C(C=CC1=CC=C(OC2=C(C=C(C=C2)C(=O)O)C(=O)O)C=C1)C1=CC=CC=C1 4-[4-(3-Oxo-3-phenylprop-1-enyl)phenoxy]benzene-1,3-dicarboxylic acid